ClC=1C=2C(N=C(N1)N1C=NC=C1)=CN(N2)CC2=CC=C(C=C2)OC 7-chloro-5-(1H-imidazol-1-yl)-2-(4-methoxybenzyl)-2H-pyrazolo[4,3-d]pyrimidine